9,9',9''-(4,6-bis(4,6-diphenylpyrimidin-2-yl)benzene-1,2,3-triyl)tris(3,6-dimethyl-9H-carbazole) C1(=CC=CC=C1)C1=NC(=NC(=C1)C1=CC=CC=C1)C1=C(C(=C(C(=C1)C1=NC(=CC(=N1)C1=CC=CC=C1)C1=CC=CC=C1)N1C2=CC=C(C=C2C=2C=C(C=CC12)C)C)N1C2=CC=C(C=C2C=2C=C(C=CC12)C)C)N1C2=CC=C(C=C2C=2C=C(C=CC12)C)C